N1(CC1)CCC(=O)OCC(COC(CCN1CC1)=O)(CC)CC(CCN1CC1)=O 2-((3-Aziridin-1-ylpropionyl)methyl)-2-ethylpropane-1,3-diyl bis(aziridine-1-propionate)